NC=1C=NC=CC1C=1N(C(C=CC1)=O)C 3'-amino-1-methyl-[2,4'-bipyridin]-6(1H)-one